C(C)(C)(C)OC(=O)N1CCC(CC1)N1N=NC(=C1)[C@@]12CNC[C@]2(C1)C(F)(F)F 4-(4-((1S,5R)-5-(trifluoromethyl)-3-azabicyclo[3.1.0]hexan-1-yl)-1H-1,2,3-triazol-1-yl)piperidine-1-carboxylic acid tert-butyl ester